CN(C(CN(CCC[C@H](C(C)C)N1CC2(C1)CN(CC2)C=2N=CN=NC2OC2=C(C(=O)N(C(C)C)CC)C=C(C=C2)F)C)=O)C (R)-2-((5-(2-(6-((2-(dimethylamino)-2-oxoethyl)(methyl)amino)-2-methylhexan-3-yl)-2,6-diazaspiro[3.4]octan-6-yl)-1,2,4-triazin-6-yl)oxy)-N-ethyl-5-fluoro-N-isopropylbenzamide